3-amino-4-fluoro-5-(1-methyl-1H-pyrazol-4-yl)benzaldehyde NC=1C=C(C=O)C=C(C1F)C=1C=NN(C1)C